N-((1-(2-bromobenzyl)cyclobutyl)methyl)-1-methyl-5-oxo-4,5-dihydro-1H-1,2,4-triazole-3-carboxamide BrC1=C(CC2(CCC2)CNC(=O)C2=NN(C(N2)=O)C)C=CC=C1